N-((4-cyano-3-fluoro-2,6-diisopropylphenyl)carbamoyl)-1,3-dihydroxy-1,3-dihydrobenzo[c][1,2]oxaborole-5-sulfonamide C(#N)C1=C(C(=C(C(=C1)C(C)C)NC(=O)NS(=O)(=O)C1=CC2=C(B(OC2O)O)C=C1)C(C)C)F